5-((6-azidohexyl)oxy)-1,3-diisopropyl-benzo[d]imidazolium hydrogen carbonate C(O)([O-])=O.N(=[N+]=[N-])CCCCCCOC1=CC2=C([N+](=CN2C(C)C)C(C)C)C=C1